(S)-2-(6-bromo-4-oxobenzo[d][1,2,3]triazin-3(4H)-yl)-N-(1-(4-(trifluoromethoxy)phenyl)ethyl)acetamide BrC1=CC2=C(N=NN(C2=O)CC(=O)N[C@@H](C)C2=CC=C(C=C2)OC(F)(F)F)C=C1